IC1CCC2(CN(C2)C(=O)OC(C)(C)C)CC1 tert-butyl 7-iodo-2-azaspiro[3.5]nonane-2-carboxylate